4-(4-aminophenyl)phthalonitrile NC1=CC=C(C=C1)C=1C=C(C(C#N)=CC1)C#N